CC(C)(C1=CC(=C(C=C1)O)C1=CC=CC=C1)C1=CC(=CC=C1)C(C)(C)C1=CC(=C(C=C1)O)C1=CC=CC=C1 1,3-bis[1-methyl-1-(4-hydroxy-3-phenylphenyl)ethyl]benzene